N-(4-[[4-(4-Cyanophenyl)piperazin-1-yl]sulfonyl]phenyl)-2-(N-methylmethanesulfonamido)-benzamide C(#N)C1=CC=C(C=C1)N1CCN(CC1)S(=O)(=O)C1=CC=C(C=C1)NC(C1=C(C=CC=C1)N(S(=O)(=O)C)C)=O